C(C=C)(=O)NC(C)(C)CS(=O)(=O)[O-].[NH4+].[NH4+].C(C=C)(=O)NC(C)(C)CS(=O)(=O)[O-] Ammonium Ammonium Acryloyldimethyltaurate